ClC=1C=C(C(=NC1)C(=O)NCC)SCC 5-chloro-N-ethyl-3-ethylsulfanyl-pyridine-2-carboxamide